4-(methylhydroxyphosphoryl)-2-carbonylbutanoic acid CP(=O)(O)CCC(C(=O)O)=C=O